N1=CC=CC2=CC=CC(=C12)COC1=CC=CC(=N1)C1CCNCC1 4-(6-(quinolin-8-ylmethoxy)pyridin-2-yl)piperidine